6-((1R,3s,5S,6r)-6-(3-((1r,4R)-4-Hydroxy-4-(trifluoromethyl)cyclohexyl)-1-isopropyl-1H-pyrazol-5-yl)bicyclo[3.1.0]hexan-3-yl)-2-thia-6-azaspiro[3.4]octane 2,2-dioxide OC1(CCC(CC1)C1=NN(C(=C1)C1[C@H]2CC(C[C@@H]12)N1CC2(CS(C2)(=O)=O)CC1)C(C)C)C(F)(F)F